6-(2-{[(1R)-1,5-Dimethyl-8-azabicyclo[3.2.1]octan-3-yl](methyl)amino}[1,3]thiazolo[5,4-d]pyrimidin-5-yl)-2-methyl-1,3-benzoxazol-4-carbonitril C[C@]12CC(CC(CC1)(N2)C)N(C=2SC=1N=C(N=CC1N2)C=2C=C1C(N=C(O1)C)=C(C2)C#N)C